FC1=C2C=NN(C2=CC=C1NC1=NN(C2=CC=CC=C12)C1=CC=CC(=N1)NC(=O)C=1C=NN(C1)C)C1OCCCC1 N-[6-[3-[(4-fluoro-1-tetrahydropyran-2-yl-indazol-5-yl)amino]indazol-1-yl]-2-pyridinyl]-1-methyl-pyrazole-4-carboxamide